6-(5-Fluoro-2-methoxyphenyl)-N-[(2-oxo-1H-pyridin-3-yl)sulfonyl]-2-(2,4,6-trimethylphenoxy)pyridin-3-carboxamid FC=1C=CC(=C(C1)C1=CC=C(C(=N1)OC1=C(C=C(C=C1C)C)C)C(=O)NS(=O)(=O)C=1C(NC=CC1)=O)OC